endo-4-[(6-chloro-5-cyclopropyl-3-pyridyl)methyl]-2-[3-(4-pyridyl)-1H-pyrazol-5-yl]-2-azabicyclo[3.1.0]hexan-3-one ClC1=C(C=C(C=N1)CC1C(N(C2CC12)C1=CC(=NN1)C1=CC=NC=C1)=O)C1CC1